1-octadecyl maleate C(\C=C/C(=O)[O-])(=O)OCCCCCCCCCCCCCCCCCC